(1s,2s,5r)-2-formyl-3,8-diazabicyclo[3.2.1]octane-3,8-dicarboxylic acid 3-benzyl 8-(tert-butyl) ester C(C)(C)(C)OC(=O)N1[C@@H]2[C@H](N(C[C@H]1CC2)C(=O)OCC2=CC=CC=C2)C=O